C(C)(C)N(C1=CC=CC=C1)C(C)C N,N-diisopropyl-aniline